[Si](C)(C)(C(C)(C)C)OC[C@H]1CCC(N1C(=O)OC(C)(C)C)(C)C tert-butyl (R)-5-(((tert-butyldimethylsilyl)oxy)methyl)-2,2-dimethyl-pyrrolidine-1-carboxylate